(2S)-2-[4-(4-Chlorophenoxy)-2-(trifluoromethyl)phenyl]-1-(1H-1,2,4-triazol-1-yl)propan-2-ol ClC1=CC=C(OC2=CC(=C(C=C2)[C@](CN2N=CN=C2)(C)O)C(F)(F)F)C=C1